C([2H])([2H])([2H])[2H] Methane-d4